6,6-dimethyl-5,6-dihydro-2H-pyran CC1(CC=CCO1)C